(R)-tert-butyl 3-(methoxymethyl)-4-(pyridazin-3-ylmethyl)piperazine-1-carboxylate COC[C@H]1CN(CCN1CC=1N=NC=CC1)C(=O)OC(C)(C)C